ClC=1C=C(OCCC(C(=O)O)C)C=CC1C=1N(C2=NC=NC(=C2N1)OC1(CC1)C)CC1=C(C(=CC(=C1)C(F)(F)F)Cl)F 4-(3-chloro-4-(9-(3-chloro-2-fluoro-5-(trifluoromethyl)benzyl)-6-(1-methylcyclopropoxy)-9H-purin-8-yl)phenoxy)-2-methylbutanoic acid